2-Methoxy-methyl-p-phenylendiamin COC1=C(C=CC(=C1)NC)N